OC(C(=O)[O-])CCCCCCCC(=O)[O-] 2-hydroxy-sebacate